OC1=CC=C(C=C1)C1(C(NC2=C(C=CC=C12)C(F)(F)F)=O)N1CCC(CC1)OC(F)(F)F 3-(4-hydroxyphenyl)-3-(4-(trifluoromethoxy)piperidin-1-yl)-7-(trifluoromethyl)indolin-2-one